ClC=1C(=NN2C1CN(CCC2)C=2C1=C(N=C(N2)SC)C[C@]2(CCC3=C(C=CC=C23)Cl)OC1)CN(C)C 1-[3-chloro-5-[(7S)-4'-chloro-2-methylsulfanyl-spiro[5,8-dihydropyrano[4,3-d]pyrimidine-7,1'-indane]-4-yl]-4,6,7,8-tetrahydropyrazolo[1,5-a][1,4]diazepin-2-yl]-N,N-dimethyl-methanamine